FC1=C(N=CC2=C1N=C(N=C2N2CCNCC2)OC[C@]21CCCN1CC(C2)F)C2=CC=CC=1SC=C(C12)C#N 4-(8-fluoro-2-(((7aS)-2-fluorotetrahydro-1H-pyrrolizin-7a(5H)-yl)methoxy)-4-(piperazin-1-yl)pyrido[4,3-d]pyrimidin-7-yl)benzo[b]thiophene-3-carbonitrile